O=C1CC2(CCN(C2)C(=O)OC(C)(C)C)CCN1C1=NC(=CC=C1)C(F)(F)F tert-butyl 7-oxo-8-(6-(trifluoromethyl)pyridin-2-yl)-2,8-diazaspiro[4.5]decane-2-carboxylate